7-secbutyl-1,4-dimethylazulene C(C)(CC)C1=CC=C(C2=CC=C(C2=C1)C)C